FC1(CC12CC(C2)CN2C=CC1=CC(=CC=C21)N)F 1-((1,1-Difluorospiro[2.3]hex-5-yl)methyl)-1H-indol-5-amine